ClC=1C(=C(C(=O)O\N=C(\C)/N)C(=CC1)Cl)OC (Z)-N'-((3,6-dichloro-2-methoxybenzoyl)oxy)acetimidamide